NC1=CC=C(C=N1)C=1C=C2C(=NC=NC2=CC1)N(C1=CC=CC=C1)CC 6-(6-aminopyridin-3-yl)-N-ethyl-N-phenylquinazolin-4-amine